2-fluoro-6-(2-fluoro-5-(trifluoromethoxy)benzyl)-7,8-dihydro-1,6-naphthyridin-5(6H)-one FC1=NC=2CCN(C(C2C=C1)=O)CC1=C(C=CC(=C1)OC(F)(F)F)F